C(=O)(O)[C@H](O)[C@@H](O)C(=O)O.C(C)(C)NCC(COC1=CC=C(C=C1)CCOC)O 1-isopropylamino-3-[p-(2-methoxyethyl)phenoxy]-2-propanol L(+)-tartrate